C1OCC12CN(C2)C2CC1(CC2)CCN(CC1)S(=O)(=O)C=1C=C(C#N)C=CC1 3-((2-(2-oxa-6-azaspiro[3.3]hept-6-yl)-8-azaspiro[4.5]dec-8-yl)sulfonyl)benzonitrile